methyl-3-(1-methylimidazol-4-yl)-4-[(5-vinyl-2-pyridyl)amino]benzenesulfonamide CC1=C(C=CC(=C1C=1N=CN(C1)C)NC1=NC=C(C=C1)C=C)S(=O)(=O)N